CC(C)(C)OC(=O)N1CC(CC1)C#C 3-ethynyl-tetrahydropyrrole-1-carboxylic acid 2-methylpropan-2-yl ester